[Na+].S1C(=NC2=C1C=CC=C2)N2[NH2+]C(=NN2C2=C(C=C(C=C2)C(=O)O)OC)C2=CC=C(C=C2)C(NCCS(=O)(=O)O)=O 2-benzothiazolyl-3-(4-carboxy-2-methoxyphenyl)-5-[4-(2-sulfoethylcarbamoyl)phenyl]-2H-tetrazolium sodium salt